tert-butyl (S)-3-(((R)-1,1-difluoro-6-(5,6,7,8-tetrahydro-1,8-naphthyridin-2-yl)hexan-2-yl)(methyl)amino)pyrrolidine-1-carboxylate FC([C@@H](CCCCC1=NC=2NCCCC2C=C1)N([C@@H]1CN(CC1)C(=O)OC(C)(C)C)C)F